[C@H]12[C@H](C[C@H](CC1)C2)NC2=NC(=NC=C2C=O)SC 4-[(1S,2S,4R)-bicyclo[2.2.1]heptan-2-ylamino]-2-(methylsulfanyl)pyrimidine-5-carbaldehyde